8'-chloro-1'-(trans-4-methoxy-4-methylcyclohexyl)-4'H,6'H-spiro[1,3-dioxolane-2,5'-[1,2,4]triazolo[4,3-a][1]benzazepine] ClC=1C=CC2=C(CC3(CC=4N2C(=NN4)C4CCC(CC4)(C)OC)OCCO3)C1